di(p-methylbenzoxy)-ethane CC1=CC=C(COC(C)OCC2=CC=C(C=C2)C)C=C1